CC1=C(C=NC=C1)C=1SC2=C(N1)C=CC(=C2)C(=O)N[C@H]2CCCC1=CC=CC=C21 (S)-2-(4-methyl-pyridin-3-yl)-N-(1,2,3,4-tetrahydro-naphthalen-1-yl)-benzo[d]thiazole-6-carboxamide